N(=[N+]=[N-])C(C)C1=C(OC2=CC=C(C=C2C1=O)F)SCC (1-azidoethyl)-2-ethylsulfanyl-6-fluoro-chromen-4-one